2-((2R,5S)-5-methyl-2-(3-(trifluoromethyl)phenyl)piperidin-1-yl)-2-oxoacetamide C[C@H]1CC[C@@H](N(C1)C(C(=O)N)=O)C1=CC(=CC=C1)C(F)(F)F